1-hydroxy-N-((5-(2-((6-methoxy-2-methylquinazolin-4-yl)thio)acetyl)thiophen-2-yl)methyl)cyclopropane-1-carboxamide OC1(CC1)C(=O)NCC=1SC(=CC1)C(CSC1=NC(=NC2=CC=C(C=C12)OC)C)=O